FC1(CO[C@@H](C2=CC=CC=C12)CN)F (S)-1-(4,4-difluoroisochroman-1-yl)-N-methyl-amine